(2,2-diphenylpropyl)dimethyl-(phenyl)silane C1(=CC=CC=C1)C(C[Si](C1=CC=CC=C1)(C)C)(C)C1=CC=CC=C1